C1N(CCC12CCNCC2)C2=C(N(C)C)C=CC=C2 2-(2,8-Diazaspiro[4.5]dec-2-yl)-N,N-dimethylaniline